NC=1N=C(C2=C(N1)N(C=C2)[C@@H]2C[C@@H]([C@@H]1[C@H]2OC(O1)(C)C)C(O)C1=CC(=C(C=C1)F)F)Cl ((3aR,4R,6R,6aS)-6-(2-amino-4-chloro-7H-pyrrolo[2,3-d]pyrimidin-7-yl)-2,2-dimethyltetrahydro-4H-cyclopenta[d][1,3]dioxol-4-yl)(3,4-difluorophenyl)methanol